[1,3]Benzodioxol-6-amine O1COC2=C1C=C(C=C2)N